C(C1=CC=CC=C1)OC[C@@H]1OC[C@H](CO1)N1C(C2=CC=CC=C2C1=O)=O 2-[trans-2-[(benzyloxy)methyl]-1,3-dioxan-5-yl]-2,3-dihydro-1H-isoindole-1,3-dione